7-((3,5-Difluoro-4-((2-(trifluoromethyl)pyridin-4-yl)oxy)benzyl)oxy)-11,11a-dihydro-1H-pyrazino[1',2':3,4]imidazo[1,2-c]pyrimidine-3,9(2H,4H)-dione FC=1C=C(COC=2C=C3N(C(N2)=O)CC2N3CC(NC2)=O)C=C(C1OC1=CC(=NC=C1)C(F)(F)F)F